2-((S)-1-(1-(3-isopropyl-1,2,4-oxadiazol-5-yl)piperidin-4-yl)ethoxy)-6-(2-methyl-6-(methylsulfonyl)pyridin-3-yl)imidazo[2,1-b][1,3,4]thiadiazol C(C)(C)C1=NOC(=N1)N1CCC(CC1)[C@H](C)OC1=NN2C(S1)=NC(=C2)C=2C(=NC(=CC2)S(=O)(=O)C)C